3-chloro-N-[(2,4-dimethoxyphenyl)methyl]-2,4,6-trifluoro-N-(6-fluoro-2-pyridyl)benzenesulfonamide ClC=1C(=C(C(=CC1F)F)S(=O)(=O)N(C1=NC(=CC=C1)F)CC1=C(C=C(C=C1)OC)OC)F